2-(Benzyloxy)-2-methylpropyl ((4-nitrophenoxy)(phenoxy)phosphoryl)-L-alaninate [N+](=O)([O-])C1=CC=C(OP(=O)(OC2=CC=CC=C2)N[C@@H](C)C(=O)OCC(C)(C)OCC2=CC=CC=C2)C=C1